(2-propynyl) (2-propenyl)2-propenylphosphonate C(C=C)C=CCP(OCC#C)([O-])=O